NC1=C(C=2C(=NC(=C(C2)CN(C)C)C)N1C1=C(C(=CC=C1C)OCC1=CC=C(C=C1)OC)C)C#N 2-Amino-5-((dimethylamino)methyl)-1-(3-((4-methoxybenzyl)oxy)-2,6-dimethylphenyl)-6-methyl-1H-pyrrolo[2,3-b]pyridine-3-carbonitrile